6-((3-(3-chloro-2-methylphenyl)azetidin-3-yl)amino)-1,4-dimethyl-1,4-dihydroquinoxaline-2,3-dione ClC=1C(=C(C=CC1)C1(CNC1)NC=1C=C2N(C(C(N(C2=CC1)C)=O)=O)C)C